3-(5-(1,2-dihydroxyethyl)-4-methylpyrimidin-2-yl)-3-azabicyclo[3.1.0]hexan-2-one OC(CO)C=1C(=NC(=NC1)N1C(C2CC2C1)=O)C